NC1=CC(=C(C=N1)N1C=C(C(C2=CC(=C(N=C12)N1N=CC=C1)Cl)=O)C(=O)O)C 1-(6-amino-4-meth-ylpyridin-3-yl)-6-chloro-4-oxo-7-(1H-pyrazol-1-yl)-1,4-dihydro-1,8-naphthyridine-3-carboxylic acid